bis(trimethylsilyl)proline C[Si](C)(C)[C@]1(CCCN1[Si](C)(C)C)C(=O)O